(E)-2,4-difluoro-N-(2-hydroxy-5-(4-(4-(4-oxopent-2-enoyl)piperazin-1-yl)quinazolin-6-yl)pyridin-3-yl)benzenesulfonamide FC1=C(C=CC(=C1)F)S(=O)(=O)NC=1C(=NC=C(C1)C=1C=C2C(=NC=NC2=CC1)N1CCN(CC1)C(\C=C\C(C)=O)=O)O